tert-butyl 2-[4-(4-chlorophenyl)-5-[2-(difluoromethyl)pyridin-4-yl]-1H-imidazol-1-yl]acetate ClC1=CC=C(C=C1)C=1N=CN(C1C1=CC(=NC=C1)C(F)F)CC(=O)OC(C)(C)C